C(C)(C)(C)OC(=O)C1(CC1)N1N=C(C2=C(C1=O)SC(=C2)NC(=O)OC(C)(C)C)C(C)C [2-(tert-Butoxycarbonylamino)-4-isopropyl-7-oxo-thieno[2,3-d]pyridazin-6-yl]cyclopropanecarboxylic acid tert-butyl ester